2-(1-cyclopropyl-2-hydroxy-2-methylpropyl)-4-(4-(1-methyl-1H-pyrazol-4-yl)phenyl)-1,2-dihydro-3H-pyrrolo[3,4-c]pyridin-3-one C1(CC1)C(C(C)(C)O)N1C(C=2C(=NC=CC2C1)C1=CC=C(C=C1)C=1C=NN(C1)C)=O